(1R,2S)-1-(2-chlorophenyl)-N1-methyl-N2-((S)-1,2,3,4-tetrahydronaphthalen-1-yl)cyclohexane-1,2-diamine ClC1=C(C=CC=C1)[C@]1([C@H](CCCC1)N[C@H]1CCCC2=CC=CC=C12)NC